1-[({7-[8-ethyl-7-fluoro-3-(methoxymethoxy)naphthalen-1-yl]-8-fluoro-4-(2,3,6,7-tetrahydroazepin-1-yl)pyrido[4,3-d]pyrimidin-2-yl}oxy)methyl]cyclopropane-1-carbaldehyde C(C)C=1C(=CC=C2C=C(C=C(C12)C1=C(C=2N=C(N=C(C2C=N1)N1CCC=CCC1)OCC1(CC1)C=O)F)OCOC)F